tert-butyl 2-chloro-7-(2-cyclohexylethyl)-5-oxo-7,8-dihydro-1,6-naphthyridine-6(5H)-carboxylate ClC1=NC=2CC(N(C(C2C=C1)=O)C(=O)OC(C)(C)C)CCC1CCCCC1